CC=1CCC2(CC1)CCCC(C2)(C)C 3,10,10-trimethylspiro[5.5]undec-3-en